C(CCCC#C)NC(=O)NC1=CC=C(C=C1)S[C@H]1[C@H]([C@H]([C@@H]([C@H](O1)CCP(O)(O)=O)O)O)O 2-[(2R,3S,4S,5S,6S)-6-[4-(hex-5-ynylcarbamoylamino)phenyl]sulfanyl-3,4,5-trihydroxy-tetrahydropyran-2-yl]ethylphosphonic acid